C(C)(C)(C)OC(=O)N1C[C@@H]([C@@H](C1)CO[Si](C)(C)C(C)(C)C)N=[N+]=[N-].NC1=CC=C(C=C1)C=1N=C(N(N1)C1=CC=C(C=C1)OC(F)(F)F)NC(C)=O N-[5-(4-aminophenyl)-2-[4-(trifluoromethoxy)phenyl]-1,2,4-triazol-3-yl]acetamide tert-butyl-(3R,4R)-3-azido-4-((tert-butyl(dimethyl)silyl)oxymethyl)pyrrolidine-1-carboxylate